2-hydroxy-4-ethoxy-4'-n-butoxybenzophenone OC1=C(C(=O)C2=CC=C(C=C2)OCCCC)C=CC(=C1)OCC